(S)-2-((6-(6-((4-cyano-2-fluorobenzyl)oxy)pyridin-2-yl)-2,6-diazaspiro[3.3]heptan-2-yl)methyl)-1-(oxetan-2-ylmethyl)-1H-benzo[d]imidazole-6-carboxylic acid C(#N)C1=CC(=C(COC2=CC=CC(=N2)N2CC3(CN(C3)CC3=NC4=C(N3C[C@H]3OCC3)C=C(C=C4)C(=O)O)C2)C=C1)F